(5-bromo-2,4-difluorophenyl)acetonitrile BrC=1C(=CC(=C(C1)CC#N)F)F